3-(2,2,2-trifluoroethyl)-1H-pyrazol-5-amine FC(CC1=NNC(=C1)N)(F)F